S(=O)(=O)(ON1C2C=C(CN(C1=O)C2)N2N=C(C=C2)N(C(=O)C2=CN=C(S2)NC(=O)OC(C)(C)C)C(=O)OC(C)(C)C)[O-].[NH+]2=CC=CC=C2 pyridinium [3-[3-[tert-butoxycarbonyl-[2-(tert-butoxycarbonylamino)thiazole-5-carbonyl]amino]pyrazol-1-yl]-7-oxo-1,6-diazabicyclo[3.2.1]oct-3-en-6-yl] sulfate